(S)-methyl 6-(2-(2-((6-(3-(1-(3-(((4-methyl-5-(pyrimidin-4-yl)-4H-1,2,4-triazol-3-yl)methyl)amino)benzamido)ethyl)phenoxy)hexyl)oxy)ethoxy)ethoxy)hexanoate CN1C(=NN=C1C1=NC=NC=C1)CNC=1C=C(C(=O)N[C@@H](C)C=2C=C(OCCCCCCOCCOCCOCCCCCC(=O)OC)C=CC2)C=CC1